N[C@@H]1[C@H](OCCC1)C1=C(C2=NC(=CC(=C2N1C(F)F)NCC=1OC=CC1)Cl)Cl 2-((2s,3s)-3-aminotetrahydro-2H-pyran-2-yl)-3,5-dichloro-1-(difluoromethyl)-N-(furan-2-ylmethyl)-1H-pyrrolo[3,2-b]pyridin-7-amine